ammonia chloroacetate ClCC(=O)O.N